2-(1-(4-bromophenyl)-1H-imidazol-2-yl)propan-2-ol BrC1=CC=C(C=C1)N1C(=NC=C1)C(C)(C)O